C(C)N(C(=O)Cl)CC diethyl-carbamic chloride